((S)-11-(5-chloro-2,4-difluorophenyl)-3-methoxy-6-oxo-10-(trifluoromethyl)-3,4-dihydro-2H,6H-[1,4]thiazepino[2,3,4-ij]quinazolin-8-yl)-3-methylpiperazine-1-carboxylate ClC=1C(=CC(=C(C1)C1=C(C=C2C(=NC(N3C2=C1SC[C@H](C3)OC)=O)OC(=O)N3CC(NCC3)C)C(F)(F)F)F)F